2-benzyloxy-2-phenylacetophenone C(C1=CC=CC=C1)OC(C(=O)C1=CC=CC=C1)C1=CC=CC=C1